N2-(5-chloro-2,3-dihydro-1H-inden-2-yl)-N4-(3,3-difluorocyclopentyl)-6-(6-(trifluoromethyl)pyridin-2-yl)-1,3,5-triazine-2,4-diamine ClC=1C=C2CC(CC2=CC1)NC1=NC(=NC(=N1)NC1CC(CC1)(F)F)C1=NC(=CC=C1)C(F)(F)F